C(C)(C)(C)C=1C=C(C(=O)N=C2NCCN2)C=CC1NC1=CC(=CC=C1)NC(CCCCNC(CCC(C)C)=O)=O 3-tert-butyl-N-[(2E)-imidazolidin-2-ylidene]-4-{[3-(4-methylpentanamido(pentanamido))phenyl]amino}benzamide